ClC1=C(C=CC(=C1)C(F)(F)F)C1=CC=C(C(=N1)C(=O)OC)[N+](=O)[O-] Methyl 6-(2-chloro-4-(trifluoromethyl) phenyl)-3-nitropicolinate